(R)-2-(1,1-difluoroethyl)-5-(4-(4-fluoropyrazolo[1,5-a]pyridin-2-yl)-1,4,6,7-tetrahydro-5H-imidazo[4,5-c]pyridin-5-yl)-1,3,4-oxadiazole FC(C)(F)C=1OC(=NN1)N1[C@H](C2=C(CC1)NC=N2)C2=NN1C(C(=CC=C1)F)=C2